7-fluoro-N-((R)-3-(4-hydroxypiperidin-1-yl)-1-(4-(2-oxooxazolidin-3-yl)phenyl)propyl)-7-isopropyl-5,6,7,8-tetrahydrothiazolo[5,4-b]quinoline-2-carboxamide FC1(CC=2C=C3C(=NC2CC1)SC(=N3)C(=O)N[C@H](CCN3CCC(CC3)O)C3=CC=C(C=C3)N3C(OCC3)=O)C(C)C